C(C)(C)(C)C1CCC(CC1)CO ((1r,4r)-4-(tert-butyl)cyclohexyl)methanol